FC1=C(C(=CC=C1)F)C1=NC=2C(=NN(C2C=2C=C(N=C(C2N1)C)N1CCNCC1)COCC[Si](C)(C)C)C 2-[[8-(2,6-difluorophenyl)-5,11-dimethyl-13-piperazin-1-yl-3,4,7,9,12-pentazatricyclo[8.4.0.02,6]tetradeca-1(10),2(6),4,7,11,13-hexaen-3-yl]methoxy]ethyl-trimethyl-silane